C1(CC1)C1=C(C(=NO1)C1=C(C=NC=C1Cl)Cl)/C=C/C1CC2(CC(C2)COC=2C=C3C(=CC=NC3=CC2)N2CCN(CC2)C)C1 (E)-6-((6-(2-(5-Cyclopropyl-3-(3,5-dichloropyridin-4-yl)isoxazol-4-yl)vinyl)spiro[3.3]heptan-2-yl)methoxy)-4-(4-methylpiperazin-1-yl)chinolin